[N+](=O)([O-])C1=C(C=CC=C1)C=1OC2=C(C1)C=CC(=C2)CN2CCN(CC2)C(=O)OC(C)(C)C tert-Butyl 4-((2-(2-nitrophenyl)benzofuran-6-yl)methyl)piperazine-1-carboxylate